ClC=1C=C2C(=NN=C(C2=C(C1F)NCC1=CC=C(C=C1)OC)O)C 6-chloro-7-fluoro-8-((4-methoxybenzyl)amino)-4-methylphthalazin-1-ol